(+/-)-9-methyldecanal CC(CCCCCCCC=O)C